5-{2-[(2,4-Difluorophenyl)sulfonyl]vinyl}-N4-methyl-N2-(4-morpholinophenyl)pyrimidine-2,4-diamine FC1=C(C=CC(=C1)F)S(=O)(=O)C=CC=1C(=NC(=NC1)NC1=CC=C(C=C1)N1CCOCC1)NC